BrC1=CC=C2C(NC(C2=C1)=O)(C)C 6-bromo-3,3-dimethylisoindolin-1-one